4'-(perfluoropropan-2-yl)-[1,1'-Biphenyl]-4-carbaldehyde FC(C(C(F)(F)F)(C1=CC=C(C=C1)C1=CC=C(C=C1)C=O)F)(F)F